CN(CCCCS)C 4-dimethylamino-1-butanethiol